N1(CCC1)C(CN1C(N(C2=NC=C(C=C21)Br)C(C2=CC=CC=C2)(C2=CC=CC=C2)C2=CC=CC=C2)=O)=O 1-(2-(azetidin-1-yl)-2-oxoethyl)-6-bromo-3-trityl-1,3-dihydro-2H-imidazo[4,5-b]pyridin-2-one